C(CCC)[Si](N[Si](CCCC)(CCCC)CCCC)(CCCC)CCCC hexa-butyl-disilazane